3,5-dimethoxy-4-hydroxy-α-methylstyrene COC=1C=C(C(=C)C)C=C(C1O)OC